(1R,2s)-1-amino-2,3-dihydro-1H-inden N[C@@H]1CCC2=CC=CC=C12